(diphenyltriazinyl)[(biphenylyl)dibenzofuranyl]benzene C1(=CC=CC=C1)C1=C(C(=NN=N1)C1=C(C=CC=C1)C1=C(C=CC=2OC3=C(C21)C=CC=C3)C3=C(C=CC=C3)C3=CC=CC=C3)C3=CC=CC=C3